3-(2,2-dimethylpropyl)-5-(5-phenyl-3H-[1,2,3]triazol-4-yl)-3H-imidazo[4,5-b]pyridin-2-ylamine mesylate S(C)(=O)(=O)O.CC(CN1C(=NC=2C1=NC(=CC2)C=2NN=NC2C2=CC=CC=C2)N)(C)C